The molecule is a hexasaccharide derivative that is a hexaarabinofuranoside corresponding to part of the arabinomannanan portion of the lipoarabinomannan from Mycobacterium tuberculosis. It has a role as an epitope. It is a hexasaccharide derivative and a methyl glycoside. CO[C@@H]1[C@H]([C@@H]([C@H](O1)CO[C@@H]2[C@H]([C@@H]([C@H](O2)CO[C@@H]3[C@H]([C@@H]([C@H](O3)CO)O)O[C@H]4[C@H]([C@@H]([C@H](O4)CO)O)O)O[C@@H]5[C@H]([C@@H]([C@H](O5)CO)O)O[C@H]6[C@H]([C@@H]([C@H](O6)CO)O)O)O)O)O